(2-(2-(1-((3-Aminopyrazolo[1,5-a]pyrimidin-5-yl)amino)ethyl)-4-fluorophenoxy)ethyl)carbamic acid tert-butyl ester C(C)(C)(C)OC(NCCOC1=C(C=C(C=C1)F)C(C)NC1=NC=2N(C=C1)N=CC2N)=O